FC1=CC=C(C=C1)C=1C=CC2=C(C(=NC=N2)NC(C)C2=NC(=NO2)C)N1 6-(4-fluorophenyl)-N-[1-(3-methyl-1,2,4-oxadiazol-5-yl)ethyl]pyrido[2,3]pyrimidin-4-amine